C1(CC1)C=1C=CC(=NC1F)C(NC(=O)C1N(CC(C1)F)C(CC=1C=2N(C=CC1)C(NN2)=O)=O)C2=CC=CC=C2 N-[(5-cyclopropyl-6-fluoropyridin-2-yl)(phenyl)methyl]-4-fluoro-1-(2-{3-oxo-2H,3H-[1,2,4]triazolo[4,3-a]pyridin-8-yl}acetyl)pyrrolidine-2-carboxamide